[(2R)-2-piperidyl]methyl 5-[[4-[[2-(6-methyl-2-pyridyl)pyrimidin-4-yl]amino]pyrimidin-2-yl]amino]pyridine-2-carboxylate CC1=CC=CC(=N1)C1=NC=CC(=N1)NC1=NC(=NC=C1)NC=1C=CC(=NC1)C(=O)OC[C@@H]1NCCCC1